BrC1=NN(C(=N1)C=O)C([2H])([2H])[2H] bromo-1-(2H3)methyl-1H-1,2,4-triazole-5-carbaldehyde